5-butylcyclooctane-1,4-diol C(CCC)C1C(CCC(CCC1)O)O